(1R,5S)-8-oxa-3-azabicyclo[3.2.1]octan-3-amine [C@H]12CN(C[C@H](CC1)O2)N